FC(C=1C=C(O[C@@H]2C(CNC2)(F)F)C=CC1F)F (S)-4-(3-(difluoromethyl)-4-fluorophenoxy)-3,3-difluoropyrrolidine